1-{2-[6-(3-Chloro-4-hydroxy-phenyl)-pyrimidin-4-ylamino]-ethyl}-7-fluoro-4-methoxy-1H-indol-2-carbonitril ClC=1C=C(C=CC1O)C1=CC(=NC=N1)NCCN1C(=CC2=C(C=CC(=C12)F)OC)C#N